ClC=1C=C(C=CC1F)C(NC1=NC=C(C=N1)C(F)(F)F)C=1NC(=C(N1)S(=O)(=O)C)C N-((3-chloro-4-fluorophenyl)(5-methyl-4-(methylsulfonyl)-1H-imidazol-2-yl)methyl)-5-(trifluoromethyl)pyrimidin-2-amine